N-(4-Methylpentyl)-4-(pyridin-3-yl)-1H-imidazole-1-carboxamide CC(CCCNC(=O)N1C=NC(=C1)C=1C=NC=CC1)C